CC1=C(C(=CC=C1)C)C1=CC(=NC(=C1)C#CC1COCC1)CCC(=O)O 3-(4-(2,6-dimethylphenyl)-6-((tetrahydrofuran-3-yl)ethynyl)pyridin-2-yl)propanoic acid